ClC1=CC=C(C=C1)[C@@]1(N(C(C2=CC(=CC(=C12)F)C(=O)C=1N=CN(C1)C)=O)CC1=NC=C(C#N)C=C1)OCC1(CC1)CO (R)-6-((1-(4-chlorophenyl)-7-fluoro-1-((1-(hydroxymethyl)cyclopropyl)methoxy)-5-(1-methyl-1H-imidazole-4-carbonyl)-3-oxoisoindolin-2-yl)methyl)nicotinonitrile